(R)-tert-butyl 3-(3,4-difluorophenoxy)-4-methylenepyrrolidine-1-carboxylate FC=1C=C(O[C@H]2CN(CC2=C)C(=O)OC(C)(C)C)C=CC1F